COC=1C=C2C(=NC=NC2=CC1OC)N1N=C(N=C1N)NC1=CC=C(C=C1)OCCN1CCCC1 1-(6,7-dimethoxyquinazolin-4-yl)-N3-(4-(2-(pyrrolidin-1-yl)ethoxy)phenyl)-1H-1,2,4-triazole-3,5-diamine